methyl 1-(2-((tert-butoxycarbonyl) (cyclopropyl) amino) ethyl)-2-(4-(6-((4-cyano-2-fluorobenzyl) oxy) pyridin-2-yl)-2,5-difluorobenzyl)-1H-benzo[d]imidazole-6-carboxylate C(C)(C)(C)OC(=O)N(CCN1C(=NC2=C1C=C(C=C2)C(=O)OC)CC2=C(C=C(C(=C2)F)C2=NC(=CC=C2)OCC2=C(C=C(C=C2)C#N)F)F)C2CC2